3-amino-3-(6-methyl-1,4-dioxan-2-yl)piperidine-1-carboxylic acid benzyl ester C(C1=CC=CC=C1)OC(=O)N1CC(CCC1)(C1OC(COC1)C)N